[B-](C(F)(F)F)(F)(F)F.CCCCN1C=C[N+](=C1)C 1-butyl-3-methylimidazolium trifluoro(trifluoromethyl)borate